tert-butyl N-[4-(4-hydroxy-4-methyl-pentyl)-2-pyridyl]carbamate OC(CCCC1=CC(=NC=C1)NC(OC(C)(C)C)=O)(C)C